C(=O)(O)C=1C=C2C(N(C(C2=CC1)=O)C=1C=C(C=C(C1)C(NC1=CC=C(C=C1)C=CC(C1=CC=CC=C1)=O)=O)N1C(C2=CC=C(C=C2C1=O)C(=O)O)=O)=O 2-[3-(5-Carboxy-1,3-dioxoisoindol-2-yl)-5-[[4-(3-oxo-3-phenylprop-1-enyl)phenyl]carbamoyl]phenyl]-1,3-dioxoisoindole-5-carboxylic acid